tert-butyl 3-(5-bromo-2-methoxy-3-pyridyl)pyrrolidine-1-carboxylate BrC=1C=C(C(=NC1)OC)C1CN(CC1)C(=O)OC(C)(C)C